4-(3a,4,5,6,7,7a-hexahydrothieno[2,3-c]pyridin-4-yl)benzene-1,2-diol S1C=CC2C1CNCC2C=2C=C(C(=CC2)O)O